N-(4-(((1H-Pyrrol-3-yl)methyl)amino)phenyl)octanamid N1C=C(C=C1)CNC1=CC=C(C=C1)NC(CCCCCCC)=O